[Cu].[Ag].[Ni] nickel-silver-copper